(R)-ethyl (4-(3-amino-6-p-tolylpyrazine-2-carboxamido)phenylsulfonyl)methyl(methyl)phosphinate NC=1C(=NC(=CN1)C1=CC=C(C=C1)C)C(=O)NC1=CC=C(C=C1)S(=O)(=O)C[P@@](OCC)(=O)C